4-methyl-6-oxo-1,6-dihydropyridazine-3-carboxamide CC=1C(=NNC(C1)=O)C(=O)N